FC=1C=C(C=CC1[N+](=O)[O-])C(C(=O)OCC)C ethyl 2-(3-fluoro-4-nitrophenyl)propanoate